IC1=C(N)C=C(C(=C1)C)OC(F)(F)F 2-iodo-4-methyl-5-(trifluoromethoxy)aniline